6'-(((1S,3S)-3-((1-(cyclopropylmethyl)-1H-1,2,4-triazol-3-yl)amino)cyclopentyl)amino)-2H-[1,3'-bipyridyl]-2-one C1(CC1)CN1N=C(N=C1)N[C@@H]1C[C@H](CC1)NC1=CC=C(C=N1)N1C(C=CC=C1)=O